ClC=1C(=CC(=C(C(=O)NS(=O)(=O)N2[C@@H](CCC2)C)C1)F)OCC1CCCC1 (R)-5-chloro-4-(cyclopentylmethoxy)-2-fluoro-N-((2-methylpyrrolidin-1-yl)-sulfonyl)benzamide